OC1C(N(C2CCC12)C(=O)OCC1=CC=CC=C1)C(=O)OC 2-benzyl 3-methyl 4-hydroxy-2-azabicyclo[3.2.0]heptane-2,3-dicarboxylate